2-([1-[2-(Dimethylamino)phenyl]-5-[3-(2-methylpropoxy)phenyl]-1H-pyrazol-3-yl]methoxy)-2-methylpropanoic acid CN(C1=C(C=CC=C1)N1N=C(C=C1C1=CC(=CC=C1)OCC(C)C)COC(C(=O)O)(C)C)C